2,2',2'',2'''-((2R,5R,8R,11R)-2,5,8,11-tetrakis(mercaptomethyl)-1,4,7,10-tetraazacyclododecane-1,4,7,10-tetrayl)tetraacetic acid SC[C@@H]1N(C[C@@H](N(C[C@@H](N(C[C@@H](N(C1)CC(=O)O)CS)CC(=O)O)CS)CC(=O)O)CS)CC(=O)O